CN1C(=NC=2C1=NC=C(C2)C(=O)O)CCNC2=NC=CC1=CC=C(C=C21)C2=NOC(=N2)C 3-methyl-2-(2-{[7-(5-methyl-1,2,4-oxadiazol-3-yl)isoquinolin-1-yl]amino}ethyl)-3H-imidazo[4,5-b]pyridine-6-carboxylic acid